NC1=NC=C(C2=CC(=C(C=C12)C#N)C1=C(C=CC=C1C)F)Br 1-amino-4-bromo-6-(2-fluoro-6-methylphenyl)isoquinoline-7-carbonitrile